Cl.FC=1C=C(C=CC1OC)C1=CN=C2N1C=CN=C2NC=2C=CC1=C(CCCNC1=O)C2 7-[[3-(3-fluoro-4-methoxy-phenyl)imidazo[1,2-a]pyrazin-8-yl]amino]-2,3,4,5-tetrahydro-2-benzazepin-1-one hydrochloride